ClC=1C(=CN=NC1Cl)CC(=O)OCC ethyl 2-(5,6-dichloropyridazin-4-yl)acetate